Methyl (R)-3-bromo-4-(((2-hydroxy-2-phenylethyl)amino)methyl)benzoate BrC=1C=C(C(=O)OC)C=CC1CNC[C@@H](C1=CC=CC=C1)O